(S)-1-(3-aminopropyl)-2-(6-methyl-3-pyridyl)pyrrolidine NCCCN1[C@@H](CCC1)C=1C=NC(=CC1)C